3-(5-((2-(((3,3-Difluorocyclobutyl)methyl)amino)cyclohexyl)(methyl)amino)-1-oxoisoindolin-2-yl)piperidin-2,6-dion FC1(CC(C1)CNC1C(CCCC1)N(C=1C=C2CN(C(C2=CC1)=O)C1C(NC(CC1)=O)=O)C)F